COC(CC1CCN(CC1)C=1C=CC(=NC1)N)OC 5-[4-(2,2-dimethoxyethyl)-1-piperidyl]pyridin-2-amine